OC1=CC=C(/C=C/C2=CC=C(C(=C2)C)C)C=C1 4'-hydroxy-4,5-dimethyl-trans-stilbene